N-(2-(4-methylpent-2-yloxy)ethyl)-3-(pyrrolidinyl)propan-1-amine CC(CC(C)OCCNCCCN1CCCC1)C